3-(1-oxo-4-(7-oxo-7-(4-(4,4,5,5-tetramethyl-1,3,2-dioxaborolan-2-yl)phenyl)hept-1-yn-1-yl)isoindolin-2-yl)piperidine-2,6-dione O=C1N(CC2=C(C=CC=C12)C#CCCCCC(C1=CC=C(C=C1)B1OC(C(O1)(C)C)(C)C)=O)C1C(NC(CC1)=O)=O